5-chloro-2-trityl-pyrazolo[4,3-b]pyridine ClC=1C=CC=2C(N1)=CN(N2)C(C2=CC=CC=C2)(C2=CC=CC=C2)C2=CC=CC=C2